FC(=C(C(C(C(C(C(C(C(C(C(C(F)(F)F)(F)F)(F)F)(F)F)(F)F)(F)F)(F)F)(F)F)(F)F)(F)F)F)OC(=C(F)C(C(C(C(C(C(C(C(C(C(F)(F)F)(F)F)(F)F)(F)F)(F)F)(F)F)(F)F)(F)F)(F)F)(F)F)F perfluorodecyl-vinylether